1-((2-(Oxazol-2-ylmethoxy)pyridin-4-yl)methyl)-3-(2-(1-(trifluoromethyl)cyclopropyl)ethyl)urea O1C(=NC=C1)COC1=NC=CC(=C1)CNC(=O)NCCC1(CC1)C(F)(F)F